hexacosyl sulfate S(=O)(=O)(OCCCCCCCCCCCCCCCCCCCCCCCCCC)[O-]